C1(CC1)C1=NC(=CC=C1O[C@@H]1C[C@H](CCC1)C(=O)O)C=1N=NN(C1COC(N(C)CCCCF)=O)C (1S,3S)-3-((2-cyclopropyl-6-(5-((((4-fluorobutyl)(methyl)carbamoyl)oxy)methyl)-1-methyl-1H-1,2,3-triazol-4-yl)pyridin-3-yl)oxy)cyclohexanecarboxylic acid